ethyl (2-cyano-3-((3,5-dichloro-4-((5-cyclobutyl-6-oxo-1,6-dihydropyridazin-3-yl)oxy)phenyl)amino)acryloyl)carbamate C(#N)C(C(=O)NC(OCC)=O)=CNC1=CC(=C(C(=C1)Cl)OC1=NNC(C(=C1)C1CCC1)=O)Cl